C(C)OC(=O)C=1C=NN(C1C)C(C)C(C)C 5-methyl-1-(3-methylbutan-2-yl)-1H-pyrazole-4-carboxylic acid ethyl ester